C(C)C1(NNC2=C1CN(CC2C)C(=O)OC(C)(C)C)C(=O)[O-] 5-(tert-butyl) 3-ethyl-7-methyl-1,4,6,7-tetrahydro-5H-pyrazolo[4,3-c]Pyridine-3,5-dicarboxylate